N[C@@H](CC1=CNC=N1)C(=O)N1CC(C1)OC1=CC=CC(=C1C(=O)O)O 6-[(1-histidinylazetidin-3-yl)oxy]-2-hydroxybenzoic acid